N1C=C(C2=CC=CC=C12)CCN(CC1=CC=C(C=C1)/C=C/C(=O)NO)CCOCCOCCOCCNC1=C2C(N(C(C2=CC=C1)=O)C1C(NC(CC1)=O)=O)=O (E)-3-(4-(2-(2-(1H-indol-3-yl)ethyl)-13-((2-(2,6-dioxopiperidin-3-yl)-1,3-dioxoisoindolin-4-yl)amino)-5,8,11-trioxa-2-azatridecyl)phenyl)-N-hydroxyacrylamide